3,5-dichloro-8-(2-(difluoromethyl)pyridin-4-yl)imidazo[1,2-a]pyridine ClC1=CN=C2N1C(=CC=C2C2=CC(=NC=C2)C(F)F)Cl